[Na+].N[C@@H](CCC(=O)[O-])C(=O)[O-].[Na+] glutamic acid, sodium salt